C[Se-]=[Se] Methyldiselenide